NC=1C=NN(C1)C1=CC=C2C(N(C(=NC2=C1)CSC1CCOCC1)COCC[Si](C)(C)C)=O 7-(4-amino-1H-pyrazol-1-yl)-2-(((tetrahydro-2H-pyran-4-yl)thio)methyl)-3-((2-(trimethylsilyl)ethoxy)methyl)quinazolin-4(3H)-one